(2S)-3-methyl-2-[(5R)-6-oxo-2,7-diazaspiro[4.5]decan-7-yl]butanoic acid CC([C@@H](C(=O)O)N1C([C@@]2(CCNC2)CCC1)=O)C